FC1=CN=C(C=C1C(=O)O)C1=CC=C(C=C1)F 5-fluoro-2-(4-fluorophenyl)isonicotinic acid